N-(2-(2-(2-aminoethoxy)prop-2-yloxy)ethyl)-trifluoroacetamide NCCOC(C)(C)OCCNC(C(F)(F)F)=O